tert-butyl (3R)-3-[(2-fluoro-4-iodo-benzoyl)-(8-methyl-1-isoquinolyl) amino]piperidine-1-carboxylate FC1=C(C(=O)N([C@H]2CN(CCC2)C(=O)OC(C)(C)C)C2=NC=CC3=CC=CC(=C23)C)C=CC(=C1)I